N-(2'-((2-hydroxyethyl)(methyl)amino)-[3,4'-bipyridyl]-6-yl)-2-(m-tolyl)acetamide OCCN(C1=NC=CC(=C1)C=1C=NC(=CC1)NC(CC=1C=C(C=CC1)C)=O)C